N[C@H]1C[C@H](CC1)C(=O)N1CCN(CC1)C(=O)C1=C(C=C(C=C1)NC=1C=2N(C=CN1)C(=CN2)C=2C(=NN(C2)CC2CC2)C(F)(F)F)F (4-((1S,3R)-3-aminocyclopentane-1-carbonyl)piperazin-1-yl)(4-((3-(1-(cyclopropylmethyl)-3-(trifluoromethyl)-1H-pyrazol-4-yl)imidazo[1,2-a]pyrazin-8-yl)amino)-2-fluorophenyl)methanone